NC1=NC=CC=C1C1=NC=2C(=NC(=CC2)C2=CC=CC=C2)N1C=1C=C2CC[C@@H](C2=CC1)NC(C1=C(C(=C(C=C1)C=O)O)F)=O N-[(1S)-5-[2-(2-aminopyridin-3-yl)-5-phenylimidazo[4,5-b]pyridin-3-yl]-2,3-dihydro-1H-inden-1-yl]-2-fluoro-4-formyl-3-hydroxybenzamide